S(=O)(=O)([O-])[O-].[Na+].C(CCCCCCCCCCCCC)OC1=CC=CC=C1.[Na+] tetradecylphenyl ether sodium sulfate